tert-butyl (3-(4-iodo-6-morpholinopyridin-2-yl)-3-azabicyclo[3.1.0]hexan-1-yl)carbamate IC1=CC(=NC(=C1)N1CCOCC1)N1CC2(CC2C1)NC(OC(C)(C)C)=O